2-(4'-ethoxy-[1,1'-biphenyl]-4-yl)-8-fluoroquinoline-4-carboxylic acid C(C)OC1=CC=C(C=C1)C1=CC=C(C=C1)C1=NC2=C(C=CC=C2C(=C1)C(=O)O)F